CC1=CC=C(C=C1)S(=O)(=O)OCC(=O)OC1=C(C=CC=C1)C(C)(C)C t-butylphenyl α-(p-toluenesulfonyloxy)-acetate